N-(3-((2-((4-methyl-2-(1-methylpiperidin-4-yl)oxazol-5-yl)amino)-5-(trifluoromethyl)pyrimidin-4-yl)amino)propyl)oxetane-3-carboxamide CC=1N=C(OC1NC1=NC=C(C(=N1)NCCCNC(=O)C1COC1)C(F)(F)F)C1CCN(CC1)C